OCC1CCC(CC1)N1N=C2C=C(C(=CC2=C1)NC(=O)C1=NC=NC=C1)OC N-[2-[4-(hydroxymethyl)cyclohexyl]-6-methoxy-indazol-5-yl]pyrimidine-4-carboxamide